3-(1-oxo-5-(1,4-dioxa-8-azaspiro[4.5]decane-8-yl)isoindol-2-yl)piperidin-2,6-dione O=C1N(CC2=CC(=CC=C12)N1CCC2(OCCO2)CC1)C1C(NC(CC1)=O)=O